2-{5-[5-Fluoro-6-(2-methoxyethoxy)-1H-indazol-3-yl]-1,2-oxazol-3-yl}-N,N-dimethyl-1,3-thiazol-5-carboxamid FC=1C=C2C(=NNC2=CC1OCCOC)C1=CC(=NO1)C=1SC(=CN1)C(=O)N(C)C